C(#N)CC1CCN(CC1)N1C(=NC=2C1=C1C(=NC2)NC=C1)[C@@H](C)OC/C(/C(=O)[O-])=C\C(=O)[O-] (R)-(1-(1-(4-(cyanomethyl)piperidin-1-yl)-1,6-dihydroimidazo[4,5-d]pyrrolo[2,3-b]Pyridin-2-yl)ethoxy)methylfumarate